ethylchloroacetimidate C(C)OC(CCl)=N